C(C=C)(=O)O.C(C=C)(=O)O.C=C=C.C=C=C bis(propane-diene) diacrylate